NCCNCCCC[Si](OCC)(C)C N-(beta-aminoethyl)-gamma-aminopropyl-trimethyl-(ethyl)oxysilane